N1N=CC2=C(C=CC=C12)CN1N=C(C=C1C(=O)NC1[C@H]2COC[C@@H]12)C(=O)NC 1-((1H-Indazol-4-yl)methyl)-N5-((1R,5S,6r)-3-oxabicyclo[3.1.0]hexan-6-yl)-N3-methyl-1H-pyrazole-3,5-dicarboxamide